O=C1NC(CCC1N1C(C2=CC=C(C(=C2C1=O)F)F)=O)=O 2-(2,6-dioxopiperidin-3-yl)-4,5-difluoroisoindole-1,3-dione